(3-methyl-1-(4-(trifluoromethyl)benzoyl)-1H-pyrrolo[2,3-b]pyridin-5-yl)acrylamide CC1=CN(C2=NC=C(C=C21)C(C(=O)N)=C)C(C2=CC=C(C=C2)C(F)(F)F)=O